The molecule is an organic heteroheptacyclic compound isolated from the bark of Indonesian Garcinia gaudichaudii and exhibits cytotoxic activity. It has a role as a metabolite and an antineoplastic agent. It is an organic heteroheptacyclic compound, an oxo monocarboxylic acid, a cyclic ether, a cyclic ketone, a bridged compound and an alpha,beta-unsaturated monocarboxylic acid. CCOC1[C@H]2C[C@H]3[C@@]4(C1C(=O)C5=C(O4)C(=C6C(=C5O)C7C=C(CCC7C(O6)(C)C)C)C(C)(C)C=C)[C@@](C2=O)(OC3(C)C)C/C=C(\\C)/C(=O)O